6-Methyl-4-[1-methyl-3-(3-methyl-4-pyridyl)pyrazol-4-yl]-1H-pyrazolo[3,4-b]pyridine CC1=CC(=C2C(=N1)NN=C2)C=2C(=NN(C2)C)C2=C(C=NC=C2)C